3-isopropyl-7-methyl-5-phenyl-1,3-dihydro-2H-benzo[e][1,4]diazepiN-2-one C(C)(C)C1N=C(C2=C(NC1=O)C=CC(=C2)C)C2=CC=CC=C2